FC1=CC=C(C=C1)C(=O)C1=CNC=2N=C(N=C(C21)NC2CCC(CC2)CO)NC=2C=NN(C2)C (4-fluorophenyl)(4-(((1s,4s)-4-(hydroxymethyl)cyclohexyl)amino)-2-((1-methyl-1H-pyrazol-4-yl)amino)-7H-pyrrolo[2,3-d]pyrimidin-5-yl)methanone